ClC=1C(=NC(=NC1)N1CCNCCC1)N1CC(C1)C(=O)N(C)CC1=CN=C2N1C=CC=C2 1-[5-chloro-2-(1,4-diazepan-1-yl)pyrimidin-4-yl]-N-{imidazo[1,2-a]pyridin-3-ylmethyl}-N-methylazetidine-3-carboxamide